tert-butyl 2-(formylethyl)-2'-(difluoromethyl)-5'-methoxy-[4,4'-bipyridine]-5-carboxylate C(=O)CCC1=NC=C(C(=C1)C1=CC(=NC=C1OC)C(F)F)C(=O)OC(C)(C)C